3-Methoxy-2-[(5-methoxy-2-pyridyl)methoxy]-5-(4,4,5,5-tetramethyl-1,3,2-dioxaborolan-2-yl)pyridine COC=1C(=NC=C(C1)B1OC(C(O1)(C)C)(C)C)OCC1=NC=C(C=C1)OC